CC1=CC(=C(C=C1)COC1=CC=C(OCC2CN(CC2)C(=O)OC(C)(C)C)C=C1)NC(=O)C1=CC2=C(N1C)C=CS2 tert-Butyl 3-[[4-[[4-methyl-2-[(4-methylthieno[3,2-b]pyrrole-5-carbonyl)amino]phenyl]methoxy]phenoxy] methyl]pyrrolidine-1-carboxylate